3-(2-(4-((3-methoxybenzyl)(4-(4-methylpiperazin-1-yl)benzyl)amino)benzyloxy)ethoxy)-N,N-dimethylaniline COC=1C=C(CN(C2=CC=C(COCCOC=3C=C(N(C)C)C=CC3)C=C2)CC2=CC=C(C=C2)N2CCN(CC2)C)C=CC1